FC=1C=C(C=C(C1)CO)C1=CC=C(C=C1)CC=1C(=C(SC1C)C)C(=O)NC1CC2(CC(C2)C(=O)O)C1 6-(4-((3'-fluoro-5'-(hydroxymethyl)-[1,1'-biphenyl]-4-yl)methyl)-2,5-dimethylthiophene-3-carboxamido)spiro[3.3]heptane-2-carboxylic acid